HEXADECAHYDRO-1H-CYCLOPENTA[A]PHENANTHREN C1CCCC2CCC3C4CCCC4CCC3C12